FC=1C=C(C=CC1F)[C@]1(C[C@@H](N(CC1)C(=O)N1C=NC=C1)C)C(=O)OC methyl (2S,4S)-4-(3,4-difluorophenyl)-1-(1H-imidazole-1-carbonyl)-2-methylpiperidine-4-carboxylate